FC1=NC(=CC=C1NC(=O)C1C(N(CC1)C)=O)F N-(2,6-difluoropyridin-3-yl)-1-methyl-2-oxopyrrolidine-3-carboxamide